2-Amino-7-fluoro-4-(5-fluoro-3-((R)-3-(4-methylpiperazin-1-yl)pyrrolidin-1-yl)-7,9-dihydrofuro[3,4-f]quinazolin-6-yl)thieno[3,2-c]pyridine-3-carbonitrile NC1=C(C=2C(=NC=C(C2S1)F)C=1C2=C(C=3C=NC(=NC3C1F)N1C[C@@H](CC1)N1CCN(CC1)C)COC2)C#N